ClC1=C(C=CC(=C1)Cl)[C@@H](C)NC1=NC(=NC=C1C(C(C)C)O)N1CC(C1)[C@@H]1CN(CCC1)C1CC(C1)(C(=O)O)C 3-[(3R)-3-[1-[4-[[(1R)-1-(2,4-dichlorophenyl)ethyl]amino]-5-(1-hydroxy-2-methyl-propyl)pyrimidin-2-yl]azetidin-3-yl]-1-piperidyl]-1-methyl-cyclobutanecarboxylic acid